2-(2,3-DIFLUOROPHENYL)-6-METHYLPYRIDINE-4-BORONIC ACID FC1=C(C=CC=C1F)C1=NC(=CC(=C1)B(O)O)C